BrC1=CC2=C(N(C=N2)C2=CC=C(C(=N2)N2N=C(C=C2C)C#N)C(C)O)C=C1 1-[6-(5-bromobenzimidazol-1-yl)-3-(1-hydroxyethyl)-2-pyridinyl]-5-methyl-pyrazole-3-carbonitrile